heptadec-9-ylideneazide CCCCCCCCC(CCCCCCCC)(N=[N+]=[N-])N=[N+]=[N-]